C(C1=CC=CC=C1)SC1=CC=2N(C(=C1)C1=CC=C(C#N)C=C1)N=CN2 4-[7-(benzylsulfanyl)-[1,2,4]triazolo[1,5-a]pyridin-5-yl]benzonitrile